1-(5-chloro-3-fluoropyridin-2-yl)-3-(3-hydroxycyclobutyl)-4-(4-methylbenzyl)-piperazine-2,5-dione ClC=1C=C(C(=NC1)N1C(C(N(C(C1)=O)CC1=CC=C(C=C1)C)C1CC(C1)O)=O)F